NC=1C=2N(C3=CC(=C(C=C3N1)COC)C(=O)N(C1COCC3=NC(=CC=C31)C(F)(F)F)C)C=NC2C 4-amino-7-(methoxymethyl)-N,3-dimethyl-N-(2-(trifluoromethyl)-5,8-dihydro-6H-pyrano[3,4-b]pyridin-5-yl)imidazo[1,5-a]quinoxaline-8-carboxamide